[2-(aminomethyl)-3,3-difluoro-allyl]-4-[6-(1,3-benzodioxol-5-yl)-3-pyridinyl]-1,2,4-triazol-3-one trifluoroacetate salt FC(C(=O)O)(F)F.NCC(CC=1N(C(NN1)=O)C=1C=NC(=CC1)C1=CC2=C(OCO2)C=C1)=C(F)F